(E)-3-phenyl-2-(((tetrahydro-2H-pyran-2-yl)oxy)imino)propionic acid C1(=CC=CC=C1)C\C(\C(=O)O)=N/OC1OCCCC1